(2R)-3-{[5-bromo-1-(4-chlorophenyl)-2-[(5-chloropyridin-2-yl)methyl]-7-fluoro-3-oxo-2,3-dihydro-1H-isoindol-1-yl]Oxy}-2-methylpropionic acid BrC=1C=C2C(N(C(C2=C(C1)F)(C1=CC=C(C=C1)Cl)OC[C@H](C(=O)O)C)CC1=NC=C(C=C1)Cl)=O